2-chloro-N-(ethyl-d5)-5-(trifluoromethyl)pyrimidin-4-amine ClC1=NC=C(C(=N1)NC(C([2H])([2H])[2H])([2H])[2H])C(F)(F)F